methyl-2-amino-5-fluoro-3-hydroxybenzoic acid CC1=C(C(=C(C(=O)O)C=C1F)N)O